(1R,4R)-4-((tert-Butoxycarbonyl)amino)-3,3-difluorocyclopentane-1-carboxylic acid C(C)(C)(C)OC(=O)N[C@H]1C(C[C@@H](C1)C(=O)O)(F)F